ClC1=C(C(=C(C=C1OC)OC)Cl)C1=CC2=C(N=C(N=C2)SC)C(=N1)N1CC(C1)(F)F 6-(2,6-dichloro-3,5-dimethoxyphenyl)-8-(3,3-difluoroazetidin-1-yl)-2-(methylthio)pyrido[3,4-d]pyrimidine